N-{[4-tert-butyl-2,5-dioxoimidazolidin-4-yl]methyl}-2-(4-fluorophenyl)-2H-1,2,3-triazole-4-carboxamide C(C)(C)(C)C1(NC(NC1=O)=O)CNC(=O)C1=NN(N=C1)C1=CC=C(C=C1)F